europium 5-amino-1,10-phenanthroline NC1=C2C=CC=NC2=C2N=CC=CC2=C1.[Eu]